(S)-2-(8-(methoxycarbonylamino)dibenzo[b,d]furan-3-sulfonamido)-3-methyl-butanoic acid COC(=O)NC=1C=CC2=C(C3=C(O2)C=C(C=C3)S(=O)(=O)N[C@H](C(=O)O)C(C)C)C1